C(C)(C)(C)NCCCCCCCSC1=C2CN(C(C2=CC=C1)=O)C1C(NC(CC1)=O)=O 3-(4-((7-(tert-butylamino)heptyl)thio)-1-oxoisoindolin-2-yl)piperidine-2,6-dione